FC1=CC=C(C=C1)C=1C=C2C(=NC=NC2=C(C1)OC)NCC=1C=CC(=NC1)NC(C)=O N-(5-(((6-(4-Fluorophenyl)-8-methoxyquinazolin-4-yl)amino)methyl)pyridin-2-yl)acetamide